N(=NC(C)(CCC)C)C(C)(CCC)C 2,2'-azobis(2-methylpentane)